4-[4-(4-methoxyphenyl)piperidin-1-yl]-1-methyl-2-oxo-1,2-dihydroquinoline COC1=CC=C(C=C1)C1CCN(CC1)C1=CC(N(C2=CC=CC=C12)C)=O